C(C)OC(=O)C1=C(N=C(S1)NC1=NC(=CC(=N1)N1CC(CC1)O)NCC1=CC=C(C=C1)S(=O)(=O)C)C 2-[[4-(3-Hydroxy-1-pyrrolidinyl)-6-[[[4-(methylsulfonyl)phenyl]methyl]amino]-2-pyrimidinyl]amino]-4-methyl-5-thiazolecarboxylic acid ethyl ester